COC1=CC=C(C=C1)N1C=NN(C1=O)CC1=CC(=C(OC(C(=O)O)(C)C)C=C1)C 2-(4-((4-(4-methoxyphenyl)-5-oxo-4,5-dihydro-1H-1,2,4-triazol-1-yl)methyl)-2-methylphenoxy)-2-methylpropanoic acid